4-(2-Benzyloxy-4-methylsulfonyl-phenyl)-N-[(3R)-3-piperidyl]phthalazin-1-amine C(C1=CC=CC=C1)OC1=C(C=CC(=C1)S(=O)(=O)C)C1=NN=C(C2=CC=CC=C12)N[C@H]1CNCCC1